N-(3-(7-((4-methoxybenzyl)(methyl)amino)-1,6-naphthyridin-3-yl)-4-methylphenyl)-5-methyl-4-(trifluoromethyl)pyridineamide COC1=CC=C(CN(C2=NC=C3C=C(C=NC3=C2)C=2C=C(C=CC2C)NC(=O)C2=NC=C(C(=C2)C(F)(F)F)C)C)C=C1